lithium bis-(1,1,1,4,4,4-hexafluoro-2,3-bis-(trifluoromethyl)-2,3-butandiolate) FC(C(C(C(F)(F)F)([O-])C(F)(F)F)([O-])C(F)(F)F)(F)F.FC(C(C(C(F)(F)F)([O-])C(F)(F)F)([O-])C(F)(F)F)(F)F.[Li+].[Li+].[Li+].[Li+]